COC(=O)C1(CN(CCC1)C(=O)OCC1=CC=CC=C1)C1=NN(N=C1)C 3-(2-methyl-2H-1,2,3-triazol-4-yl)piperidine-1,3-dicarboxylic acid 1-benzyl ester 3-methyl ester